o-hydroxybenzophenone C1=CC=C(C=C1)C(=O)C2=CC=CC=C2O